ClC=1C=CC(=NC1C(NC1=NC=C(C=C1F)C#CC1=CC=CC=C1)=O)NC(OC(C)(C)C)=O tert-butyl N-[5-chloro-6-[[3-fluoro-5-(2-phenylethynyl)-2-pyridyl]carbamoyl]-2-pyridyl]carbamate